4-[5-[[4-[5-(difluoromethyl)-1,3,4-oxadiazol-2-yl]phenyl]methyl]-1,2,4-oxadiazol-3-yl]aniline isobutyl-2-(2-((isobutoxycarbonyl)(methyl)amino)phenyl)acetate C(C(C)C)OC(CC1=C(C=CC=C1)N(C)C(=O)OCC(C)C)=O.FC(C1=NN=C(O1)C1=CC=C(C=C1)CC1=NC(=NO1)C1=CC=C(N)C=C1)F